Ethyl 3,5-dibromo-1-(3-hydroxy-2-(hydroxymethyl)-2-methylpropyl)-1H-pyrazole-4-carboxylate BrC1=NN(C(=C1C(=O)OCC)Br)CC(CO)(C)CO